(S)-(5-methyl-7-(methyl-(pyridin-4-yl)carbamoyl)-4-oxo-2,3,4,5-tetrahydrobenzo[b][1,4]oxazepin-3-yl)carbamic acid tert-butyl ester C(C)(C)(C)OC(N[C@@H]1C(N(C2=C(OC1)C=CC(=C2)C(N(C2=CC=NC=C2)C)=O)C)=O)=O